COC=1C=CC=C2C=CC(=NC12)NC(C1=CC=CC=C1)=O N-(8-methoxyquinolin-2-yl)benzamide